C12CNCC3CCCC(CCC1)C23 3-azatricyclo[7.3.1.05,13]tridecane